3-Amino-6-chloro-4-(7-fluoro-1H-indazol-4-yl)-7-methyl-1H-1,5-naphthyridin-2-one NC=1C(NC2=CC(=C(N=C2C1C1=C2C=NNC2=C(C=C1)F)Cl)C)=O